ClC1=CC=C(C=C1)NC(C(C)OC1=C(C(=O)N)C=CC=N1)=O ((1-((4-chlorophenyl)amino)-1-oxopropan-2-yl)oxy)nicotinamide